C1(=CC=CC=C1)C1C=C(CCN1C(=O)OCC1=CC=CC=C1)OS(=O)(=O)C(F)(F)F benzyl 6-phenyl-4-(((trifluoromethyl)sulfonyl)oxy)-3,6-dihydropyridine-1(2H)-carboxylate